C(C)(C)(C)C=1C(=C(C=C(C1)C)CCC(=O)OCCOCCOCCOC(CCC=1C=C(C=C(C1O)C(C)(C)C)C)=O)O ethylenebis(oxyethylene) bis(3-(5-tert-butyl-4-hydroxy-m-tolyl)propionate)